(S)-N-(4-fluoro-3-methylphenyl)-1,2,4-trimethyl-5-(2-((1-(methylsulfonyl)piperidin-3-yl)amino)-2-oxoacetyl)-1H-pyrrole-3-carboxamide FC1=C(C=C(C=C1)NC(=O)C1=C(N(C(=C1C)C(C(=O)N[C@@H]1CN(CCC1)S(=O)(=O)C)=O)C)C)C